4-(benzyloxy)-7-bromoindole-3-carboxaldehyde C(C1=CC=CC=C1)OC1=C2C(=CNC2=C(C=C1)Br)C=O